5-(1-(2,2-difluoroethyl)-4-fluoro-1H-benzo[d]imidazol-6-yl)-N-((3S,4R)-3-fluoro-1-methylpiperidin-4-yl)-4-methoxypyrrolo[2,1-f][1,2,4]triazin-2-amine FC(CN1C=NC2=C1C=C(C=C2F)C=2C=CN1N=C(N=C(C12)OC)N[C@H]1[C@H](CN(CC1)C)F)F